BrC1=NN(C(=N1)OC1=CC(=CC=C1)C(F)(F)F)C(C)C 3-bromo-1-(prop-2-yl)-5-[3-(trifluoromethyl)phenoxy]-1H-1,2,4-triazole